(S)-N-(3-(2-((S)-2-hydroxypropoxy)-6-morpholinopyridin-4-yl)-4-methylphenyl)-3-(2,2,2-trifluoroethyl)pyrrolidine-1-carboxamide O[C@H](COC1=NC(=CC(=C1)C=1C=C(C=CC1C)NC(=O)N1C[C@@H](CC1)CC(F)(F)F)N1CCOCC1)C